CC1CCN(CC1)CCN 2-(4-methylpiperidinyl)ethane-1-amine